C(#N)C=1SC(=CN1)C1=CN=C(S1)NC(=O)C1CCN(CC1)C N-(2'-cyano-[5,5'-bithiazol]-2-yl)-1-methylpiperidine-4-carboxamide